CC(CO)(CC1=CC=CC=C1)C (+-)-2,2-dimethyl-3-phenyl-1-propanol